(3-(9H-carbazol-2-yl)phenyl)-1-phenyl-1H-phenanthro[9,10-d]imidazole C1=C(C=CC=2C3=CC=CC=C3NC12)C=1C=C(C=CC1)C1=NC2=C(N1C1=CC=CC=C1)C1=CC=CC=C1C=1C=CC=CC12